6-methyl-5-((1-methyl-6-((1-methyl-1H-pyrazol-4-yl)amino)-1H-pyrazolo[3,4-d]pyrimidin-3-yl)amino)nicotinamide (S)-2-SULFAMOYLHEX-5-EN-1-YL-CARBAMATE S(N)(=O)(=O)[C@H](CNC(O)=O)CCC=C.CC1=NC=C(C(=O)N)C=C1NC1=NN(C2=NC(=NC=C21)NC=2C=NN(C2)C)C